tert-butyl N-[[7-[5-(3-amino-2-chloro-6-isocyano-4-nitro-phenyl)-1-methyl-pyrazol-4-yl]-4-oxo-3H-phthalazin-1-yl]methyl]carbamate NC=1C(=C(C(=CC1[N+](=O)[O-])[N+]#[C-])C1=C(C=NN1C)C1=CC=C2C(NN=C(C2=C1)CNC(OC(C)(C)C)=O)=O)Cl